2-((2,3-dihydrofuro[3,2-b]pyridin-5-yl)methyl)-6-((1-(2-methoxyethyl)-1H-pyrazol-3-yl)sulfonyl)phthalazin-1(2H)-one O1CCC2=NC(=CC=C21)CN2C(C1=CC=C(C=C1C=N2)S(=O)(=O)C2=NN(C=C2)CCOC)=O